C(C)(C)(C)C1=CC=C(C=C1)[S@](=NC(=O)NC1=CC=C(C=C1)C)C1=C(C(=CC=C1)C)C1=C(C=CC=C1C)I 1-((S)-(4-(tert-butyl)phenyl)((R)-2'-iodo-6,6'-dimethyl-[1,1'-biphenyl]-2-yl)-λ4-sulfaneylidene)-3-(p-tolyl)urea